OCCCCN(CCCCCCCCCC(C(=O)[O-])(CCCCCC)CCCC)CCCCCCCCCC(C(=O)[O-])(CCCCCC)CCCC ((4-Hydroxybutyl)azandiyl)bis(nonan-9,1-diyl)-bis(2-butyloctanoat)